(2r,4s)-2-(4-(3-(tert-butyl)-4-fluorophenyl)piperidine-1-carbonyl)-5-azaspiro[3.4]Octane-6-one C(C)(C)(C)C=1C=C(C=CC1F)C1CCN(CC1)C(=O)C1CC2(C1)NC(CC2)=O